BrC1=CC=C(C=C1)NC1(OC(C2=CC=CC=C12)=O)C(=O)NCCC1=CC=CC=C1 1-((4-bromophenyl)amino)-3-oxo-N-phenethyl-1,3-dihydroisobenzofuran-1-carboxamide